4-((3-(4-(2-azidoethoxy)phenyl)-1-butylureido)methyl)-N-hydroxybenzamide N(=[N+]=[N-])CCOC1=CC=C(C=C1)NC(N(CCCC)CC1=CC=C(C(=O)NO)C=C1)=O